benzoselenamide C(C1=CC=CC=C1)(N)=[Se]